[3-(4-methylpiperazin-1-yl)phenyl]acetic acid methyl ester COC(CC1=CC(=CC=C1)N1CCN(CC1)C)=O